C(#N)C1=CC(=C(C=C1)NS(=O)(=O)C1=CNC(=C1)C(O)C1CC1)F N-(4-cyano-2-fluorophenyl)-5-(cyclopropyl-(hydroxy)methyl)-1H-pyrrole-3-sulfonamide